FC=1C=C(C=CC1F)[C@H]1[C@@H](C1)NC=1C2=C(N=C(N1)SCCC)N(N=N2)[C@H]2[C@@H]([C@@H]([C@H](C2)OCCO)O)O (1S,2S,3R,5S)-3-[7-[[(1R,2S)-2-(3,4-difluorophenyl)cyclopropyl]amino]-5-propylthiotriazolo[4,5-d]pyrimidin-3-yl]-5-(2-hydroxyethoxy)-1,2-cyclopentanediol